(E)-7-(4-chlorobenzyl)-8-(2-cyclopropylvinyl)-1-(3-hydroxypropyl)-3-methyl-3,7-dihydro-1H-purine-2,6-dione ClC1=CC=C(CN2C(=NC=3N(C(N(C(C23)=O)CCCO)=O)C)\C=C\C2CC2)C=C1